C(COCCOCCS(=O)(=O)C(C(=O)C1C(C=CCC1(C)CC)C)CC)S(=O)(=O)C(C(=O)C1C(C=CCC1(CC)C)C)CC 3'-(3,6-dioxaoctane-1,8-diyl-disulfonyl)bis(1-(6-ethyl-2,6-dimethylcyclohex-3-en-1-yl)butan-1-one)